ethyl (S)-3-amino-3-(5-methoxy-2',6'-dimethylbiphenyl-3-yl)propanoate N[C@@H](CC(=O)OCC)C=1C=C(C=C(C1)OC)C1=C(C=CC=C1C)C